OC=1C=C(C2=CC=CC=C2C1)[C@H]1[C@@H](CC=2C(=NC(=NC2C1)OC[C@H]1N(CCC1)C)N1[C@H](CN(CC1)C(C=C)=O)C)C 1-((S)-4-((6r,7r)-7-(3-hydroxynaphthalen-1-yl)-6-methyl-2-(((S)-1-methylpyrrolidin-2-yl)methoxy)-5,6,7,8-tetrahydroquinazolin-4-yl)-3-methylpiperazin-1-yl)prop-2-en-1-one